6-cyclopropyl-8-methoxy-7-(5-methyl-1H-indazol-4-yl)-1-(((S)-1-methylpyrrolidin-2-yl)methyl)-4-(piperazin-1-yl)quinazolin-2(1H)-one C1(CC1)C=1C=C2C(=NC(N(C2=C(C1C1=C2C=NNC2=CC=C1C)OC)C[C@H]1N(CCC1)C)=O)N1CCNCC1